Thiocinol S1C(C=CC=CC=C1)O